[Cr].O water chromium